The molecule is a tetritol phosphate consisting of D-erythritol having the phosphate at the 4-position. It is an alditol 4-phosphate and a tetritol phosphate. It derives from an erythritol. It is a conjugate acid of a D-erythritol 4-phosphate(2-). C([C@@H]([C@@H](COP(=O)(O)O)O)O)O